(2R)-((tert-butoxycarbonyl)amino)(cyclopropyl)acetic acid C(C)(C)(C)OC(=O)N[C@@H](C(=O)O)C1CC1